6-((7-(5-Chloro-1-((4-fluoropiperidin-4-yl)methyl)-1H-indol-7-yl)thieno[3,2-b]pyridin-2-yl)methyl)-6-azaspiro[2.5]octane-5,7-dione trifluoroacetate FC(C(=O)O)(F)F.ClC=1C=C2C=CN(C2=C(C1)C1=C2C(=NC=C1)C=C(S2)CN2C(CC1(CC1)CC2=O)=O)CC2(CCNCC2)F